FC([C@H](OC1=NN(C2=NN=C(C=C21)C=2C(NC(NC2)=O)=O)C)C=2C=CC1=C(N(CCO1)CC(F)(F)F)C2)F 5-[3-[(1R)-2,2-difluoro-1-[4-(2,2,2-trifluoroethyl)-2,3-dihydro-1,4-benzoxazin-6-yl]ethoxy]-1-methyl-pyrazolo[3,4-c]pyridazin-5-yl]-1H-pyrimidine-2,4-dione